(2S,3S)-2-amino-4-(tert-butoxycarbonylamino)-3-hydroxy-butyric acid N[C@H](C(=O)O)[C@H](CNC(=O)OC(C)(C)C)O